(S)-2-(2-(3-(ethoxymethyl)-1-(3-(6-methylpyridin-3-yl)pentan-3-yl)pyrrolidin-3-yl)ethyl)-5-fluoropyridine C(C)OC[C@@]1(CN(CC1)C(CC)(CC)C=1C=NC(=CC1)C)CCC1=NC=C(C=C1)F